methyl 2-{[(1,2,3,5,6,7-hexahydro-s-indacen-4-yl)carbamoyl]amino}-3-(4-methyl-1H-pyrazol-1-yl)propanoate C1CCC2=C(C=3CCCC3C=C12)NC(=O)NC(C(=O)OC)CN1N=CC(=C1)C